OC[C@H](C1=CC=CC=C1)NC1=NC(=NC=C1C1=NC(=NO1)C)NC1=CC=C2C(=N1)N(NC2=O)C(C)C (S)-6-((4-((2-hydroxy-1-phenylethyl)amino)-5-(3-methyl-1,2,4-oxadiazol-5-yl)pyrimidin-2-yl)amino)-1-isopropyl-1,2-dihydro-3H-pyrazolo[3,4-b]pyridin-3-one